(5R)-5-(4-chloro-3-methylbutanoylamino)-3,3-difluoropiperidine-1-carboxylic acid tert-butyl ester C(C)(C)(C)OC(=O)N1CC(C[C@H](C1)NC(CC(CCl)C)=O)(F)F